N-(4-((4-([1,2,4]triazolo[1,5-a]pyridin-7-yloxy)-2-methoxy-5-methylphenyl)amino)-5-chloroquinazolin-6-yl)-2-fluoro-3-(1-methylpyrrolidin-2-yl)acrylamide N=1C=NN2C1C=C(C=C2)OC2=CC(=C(C=C2C)NC2=NC=NC1=CC=C(C(=C21)Cl)NC(C(=CC2N(CCC2)C)F)=O)OC